[1-[3-amino-5-(trifluoromethyl)-2-pyridyl]-2-methyl-4-piperidyl] acetate C(C)(=O)OC1CC(N(CC1)C1=NC=C(C=C1N)C(F)(F)F)C